CC(C(=O)C1=CC=CC=C1)(C)C 2,2,2-trimethyl-acetophenone